(3S)-3-({(1R)-2-[4,6-bis(trifluoromethyl)-1,3,5-triazin-2-yl]-6-chloro-2,3,4,9-tetrahydro-1H-pyrido[3,4-b]indol-1-yl}methyl)piperidin-2-one FC(C1=NC(=NC(=N1)C(F)(F)F)N1[C@@H](C=2NC3=CC=C(C=C3C2CC1)Cl)C[C@H]1C(NCCC1)=O)(F)F